COC(C1=C(C=CC=C1)C#CC1=CC(=NC=C1)CNC(=O)C=1C=C2[C@](CCOC2=CC1)(C)C#N)=O [2-[2-[[[(4R)-4-cyano-4-methyl-chroman-6-carbonyl]amino]methyl]-4-pyridinyl]ethynyl]benzoic acid methyl ester